5-(1-methyl-3-(trifluoromethyl)-1H-pyrazol-4-yl)-2-((5-methylpyridazin-3-yl)methyl)-3,4-dihydroisoquinolin-1(2H)-one CN1N=C(C(=C1)C1=C2CCN(C(C2=CC=C1)=O)CC=1N=NC=C(C1)C)C(F)(F)F